5-((6-(difluoromethyl)pyridin-3-yl)ethynyl)-N-(4-(methylsulfonyl)phenyl)-2,6-naphthyridin-3-amine FC(C1=CC=C(C=N1)C#CC1=C2C=C(N=CC2=CC=N1)NC1=CC=C(C=C1)S(=O)(=O)C)F